cholest-5(6)-en-3β,25-diol CC(C)(CCC[C@@H](C)[C@H]1CC[C@H]2[C@@H]3CC=C4C[C@H](CC[C@]4(C)[C@H]3CC[C@]12C)O)O